C(C)OC(C(C(CC)=O)CC=O)=O 3-oxo-2-(2-oxoethyl)pentanoic acid ethyl ester